BrC1=C(C(=C(C2=C1N=CS2)Br)Br)Br 4,5,6,7-tetrabromobenzothiazole